ClC=1C(=NC(=C(C1)F)C1=C(C=C(C=C1)C(F)(F)F)C)C(=O)OC Methyl 3-chloro-5-fluoro-6-(2-methyl-4-(trifluoromethyl) phenyl)picolinate